FC1(CN(CC1)CCO)F 2-(3,3-Difluoropyrrolidin-1-yl)ethanol